C(#N)C1=CC(=C(OCC2=CC=CC(=N2)OC2CCN(CC2)CC2=NC3=C(N2CC2=CN=CN2C(C)C)C=C(C=C3)C(=O)O)C=C1)F 2-((4-((6-((4-cyano-2-fluorophenoxy)methyl)pyridine-2-yl)oxy)piperidin-1-yl)methyl)-1-((1-isopropyl-1H-imidazol-5-yl)methyl)-1H-benzo[d]imidazole-6-Formic acid